CS(=O)(=O)OCC1=CC=C(C=C1)C1=CC(=CC=C1C=1N=NN(N1)C(C1=CC=CC=C1)(C1=CC=CC=C1)C1=CC=CC=C1)C1=CC=CC=C1 (6'-(2-trityl-2H-tetrazol-5-yl)-[1,1':3',1''-terphenyl]-4-yl)methyl methanesulfonate